2,2-diaminocyclohexane NC1(CCCCC1)N